ClC1=C(C=CC=C1)[C@H](C)NC(=O)C1=CC2=CC=CC(=C2C=C1)OC1=CC=C(C=C1)C(F)(F)F (S)-N-(1-(2-chlorophenyl)ethyl)-5-(4-(trifluoromethyl)phenoxy)-2-naphthamide